acryloyloxyethylenenorbornanecarboxamide C(C=C)(=O)OCCC1C2(CCC(C1)C2)C(=O)N